C(CCC(=O)OCCl)(=O)OC(C)(C)C tert-butyl chloromethyl butanedioate